Tert-butyl 2-[4-[[4-[3-(1-hydroxy-1-methyl-ethyl)pyrrolidin-1-yl]-5-(trifluoromethyl) pyrimidin-2-yl]amino]-3-methyl-phenyl]sulfonyl-7-azaspiro[3.5]nonane-7-carboxylate OC(C)(C)C1CN(CC1)C1=NC(=NC=C1C(F)(F)F)NC1=C(C=C(C=C1)S(=O)(=O)C1CC2(C1)CCN(CC2)C(=O)OC(C)(C)C)C